9-(5-(Difluoromethyl)-1,3,4-thiadiazol-2-yl)-5-(4-(1-methylcyclopropylcarbonyl)piperazin-1-yl)-N-(3-methyloxetan-3-yl)-9H-benzo[d]imidazo[1,2-a]imidazole-7-sulfonamide FC(C1=NN=C(S1)N1C=2N(C3=C1C=C(C=C3N3CCN(CC3)C(=O)C3(CC3)C)S(=O)(=O)NC3(COC3)C)C=CN2)F